FC(C=1C=NC(=NC1)N1CC(C1)CC(=O)O)(F)F {1-[5-(trifluoromethyl)pyrimidin-2-yl]azetidin-3-yl}acetic acid